8-oxo-2,2,14,14-tetramethylpentadecanedioic acid diethyl ester C(C)OC(C(CCCCCC(CCCCCC(C(=O)OCC)(C)C)=O)(C)C)=O